FC=1C=CC(=NC1C)C1=NNC=C1C=1N=C2C=C(C=NC2=CC1)N1CC(CC1)N 1-[6-[3-(5-fluoro-6-methyl-2-pyridyl)-1H-pyrazol-4-yl]-1,5-naphthyridin-3-yl]pyrrolidin-3-amine